C(C)(C)(C)OC(=O)NCCN([C@@H](CCOC)C(=O)O)CCCCCC N-(2-((tert-butoxycarbonyl)amino)ethyl)-N-hexyl-O-methyl-L-homoserine